[Cl-].C1(CCCC1)C(OC(C(=O)OC1CC2CCC(C1)[N+]21CCCC1)(C1=CC=CC=C1)C1=CC=CC=C1)OC(CCCCCCCCCCCCCCC)=O 3-(2-(cyclopentyl(palmitoyloxy)methoxy)-2,2-diphenylacetoxy)spiro[bicyclo[3.2.1]octane-8,1'-pyrrolidin]-8-ium chloride